(E)-4-((4-butylphenyl)diazenyl)-3,5-difluorophenol C(CCC)C1=CC=C(C=C1)/N=N/C1=C(C=C(C=C1F)O)F